OCC1N(CC(C(C1O)O)O)CCC1=CC=C(C=C1)CCNC1=C(C=C(C=C1)C=1N=NC=CC1)[N+](=O)[O-] 2-(hydroxymethyl)-1-{2-[4-(2-{[2-nitro-4-(pyridazin-3-yl)phenyl]amino}ethyl)phenyl]ethyl}piperidine-3,4,5-triol